C1(CC1)C(=O)C1=CC(=C(COC2=CC=CC(=N2)C2CCN(CC2)CC2=NC=3C(=NC(=CC3)C(=O)O)N2C[C@H]2OCC2)C=C1)F (S)-2-((4-(6-((4-(cyclopropanecarbonyl)-2-fluorobenzyl)oxy)pyridine-2-yl)piperidin-1-yl)methyl)-3-(oxetan-2-ylmethyl)-3H-imidazo[4,5-b]pyridine-5-carboxylic acid